2-Amino-4-(3-(3-(dimethylamino)-3-methylpyrrolidin-1-yl)-5-fluoro-7,9-dihydrofuro[3,4-f]quinazolin-6-yl)-7-fluorothieno[3,2-c]pyridine-3-carbonitrile NC1=C(C=2C(=NC=C(C2S1)F)C=1C2=C(C=3C=NC(=NC3C1F)N1CC(CC1)(C)N(C)C)COC2)C#N